NC([C@H](C[C@H]1C(NC(C1)(C)C)=O)NC([C@H](CC1CC1)NC(=O)C=1NC(=CC1)Cl)=O)=O N-((S)-1-(((S)-1-amino-3-((R)-5,5-dimethyl-2-oxopyrrolidin-3-yl)-1-oxopropan-2-yl)amino)-3-cyclopropyl-1-oxopropan-2-yl)-5-chloro-1H-pyrrole-2-carboxamide